C1(CCCCC1)N[SiH2]F cyclohexylaminofluorosilane